C1(=CC=CC=C1)S(=O)(=O)O.C(=CCCCCCCC)O[Na] nonenoxysodium benzenesulfonate